3-chloro-N-(4-(6-cyano-5-fluoropyridin-2-yl)-3-methylphenyl)benzenesulfonamide ClC=1C=C(C=CC1)S(=O)(=O)NC1=CC(=C(C=C1)C1=NC(=C(C=C1)F)C#N)C